2-(((4-oxochroman-7-yl)oxy)(pyridin-4-yl)methyl)benzonitrile O=C1CCOC2=CC(=CC=C12)OC(C1=C(C#N)C=CC=C1)C1=CC=NC=C1